phosphoric acid monononylphenyl ester C(CCCCCCCC)C1=CC=C(C=C1)OP(O)(O)=O